O.C(CCC(=O)O)(=O)O Succinic acid monohydrate